CC1(CCN(CC1)CC1=C(C=C(C=C1)N1CC(NC2(C1)CCN(CC2)C2=NC=NC(=C2)NC)=O)F)C 4-(4-((4,4-Dimethylpiperidin-1-yl)methyl)-3-fluorophenyl)-9-(6-(methylamino)pyrimidin-4-yl)-1,4,9-triazaspiro[5.5]undecan-2-one